N1(C=NC2=C1C=CC=C2)C=2C=C(C=CC2)O 3-(1H-benzo[d]imidazole-1-yl)phenol